FC1=C(C=C(C=C1)C1(CC1)N(S(=O)(=O)C)C[C@H]1N(CCC1)C(=O)OC(C)(C)C)C(F)(F)F tert-butyl (S)-2-((N-(1-(4-fluoro-3-(trifluoromethyl)phenyl)cyclopropyl)methylsulfonamido)methyl)pyrrolidine-1-carboxylate